Tetrahydroxymannose OC(C(C(C(=O)O)(O)O)(O)O)(O)[C@H](O)CO